C1CCC=2C(=CC=CC12)O 4-Indanol